4-(4-((1R,5S)-8,8-difluoro-3-azabicyclo[3.2.1]octan-3-yl)-8-fluoro-2-(((2R,7aS)-2-fluorotetrahydro-1H-pyrrolizin-7a(5H)-yl)methoxy)pyrido[4,3-d]pyrimidin-7-yl)-5-ethynylnaphthalen-2-ol FC1([C@H]2CN(C[C@@H]1CC2)C=2C1=C(N=C(N2)OC[C@]23CCCN3C[C@@H](C2)F)C(=C(N=C1)C1=CC(=CC2=CC=CC(=C12)C#C)O)F)F